1-[triethoxysilyl]-4,5,5,5-tetrafluoro-4-(heptafluoropropoxy)-2-pentene C(C)O[Si](CC=CC(C(F)(F)F)(OC(C(C(F)(F)F)(F)F)(F)F)F)(OCC)OCC